2-((2-ethyl-6-fluoro-5-(4-(2-(3-hydroxyazetidin-1-yl)-2-oxoethyl)piperazin-1-yl)pyrazolo[1,5-a]pyridin-3-yl)(methyl-d3)amino)-4-(4-fluorophenyl)thiazole-5-carbonitrile C(C)C1=NN2C(C=C(C(=C2)F)N2CCN(CC2)CC(=O)N2CC(C2)O)=C1N(C=1SC(=C(N1)C1=CC=C(C=C1)F)C#N)C([2H])([2H])[2H]